3-bromo-octylphenoxazine BrC(CCC1=CC=CC=2OC3=CC=CC=C3NC12)CCCCC